9-bromo-10-(naphthalene-2-yl)anthracene BrC=1C2=CC=CC=C2C(=C2C=CC=CC12)C1=CC2=CC=CC=C2C=C1